[(2S,3R,4R,5S,6S)-3,4,5-tri-methoxy-6-methyl-tetrahydropyran-2-yl] N-[4-[1-[4-(trifluoromethoxy)phenyl]-1,2,4-triazol-3-yl]phenyl]carbamate FC(OC1=CC=C(C=C1)N1N=C(N=C1)C1=CC=C(C=C1)NC(O[C@@H]1O[C@H]([C@@H]([C@H]([C@H]1OC)OC)OC)C)=O)(F)F